2-((7,8-Dichloro-5-(2-hydroxyethyl)-2-oxo-1,2,3,4,5,6-hexahydroazepino[4,5-b]indol-10-yl)oxy)acetonitrile ClC1=C(C=C(C=2C3=C(NC12)C(CNC(C3)=O)CCO)OCC#N)Cl